4-(5-chloro-2-methoxy-phenyl)-6-methyl-N-[6-(3-methyl-3H-imidazo[4,5-b]pyridin-6-yl)thiazolo[4,5-b]pyrazin-2-yl]nicotinamide ClC=1C=CC(=C(C1)C1=CC(=NC=C1C(=O)NC=1SC=2C(=NC=C(N2)C=2C=C3C(=NC2)N(C=N3)C)N1)C)OC